5-[(2S)-1-(4-Hydroxyphenyl)propan-2-yl]benzene-1,3-diol OC1=CC=C(C=C1)C[C@H](C)C=1C=C(C=C(C1)O)O